3-[9H-fluoren-9-yl-methoxycarbonyl(methyl)amino]propanoic acid C1=CC=CC=2C3=CC=CC=C3C(C12)COC(=O)N(CCC(=O)O)C